C12C(C2C1)=O bicyclo[1.1.0]butanone